2-((3,5-dicyano-6-((S)-3-hydroxypyrrolidin-1-yl)-4-methoxypyridin-2-yl)thio)-2-phenylacetamide C(#N)C=1C(=NC(=C(C1OC)C#N)N1C[C@H](CC1)O)SC(C(=O)N)C1=CC=CC=C1